3-fluoro-2-(1,4-dioxaspiro[4.5]dec-7-en-8-yl)-5-(trifluoromethyl)pyridine FC=1C(=NC=C(C1)C(F)(F)F)C1=CCC2(OCCO2)CC1